BrCC=1C=CC(=NC1)C#N 5-(bromomethyl)pyridine-2-carbonitrile